S1C2=C(C=C1C(=O)N1CCC(CC1)N1C(NC3=C1C=CC=C3)=O)CCCCC2 1,3-Dihydro-1-[1-[(5,6,7,8-tetrahydro-4H-cyclohepta[b]thien-2-yl)carbonyl]-4-piperidinyl]-2H-benzimidazol-2-one